6-((2,5-dichloropyrimidin-4-yl)amino)-8-(3-((3R,5S)-4,4-difluoro-5-methylpiperidin-3-yl)propoxy)-1-methyl-1,4-dihydroquinoxaline-2,3-dione ClC1=NC=C(C(=N1)NC=1C=C2NC(C(N(C2=C(C1)OCCC[C@@H]1CNC[C@@H](C1(F)F)C)C)=O)=O)Cl